ClC1=C(C=C(C(=C1)Cl)OCC)NC(CS(=O)CC(=O)O)=O 2-((((2,4-dichloro-5-ethoxyphenyl)amino)-2-oxoethyl)sulfinyl)acetic acid